3-((4-(1-(4-(2,6-dioxopiperidin-3-yl)-3-fluorobenzyl)piperidin-4-yl)phenyl)amino)-5-(piperidin-1-yl)pyrazine-2-carboxamide O=C1NC(CCC1C1=C(C=C(CN2CCC(CC2)C2=CC=C(C=C2)NC=2C(=NC=C(N2)N2CCCCC2)C(=O)N)C=C1)F)=O